C1(=CC=CC=C1)S(=O)(=O)O.C1(=CC=CC=C1)S(=O)(=O)O.C(C)(=O)C1=CC2=C(O1)C(=C1C=CC=CC1=C2OC(=O)NCCNCCC(=O)O)OC(=O)NCCNCCC(=O)O 3,3'-((((((2-acetylnaphtho[2,3-b]furan-4,9-diyl)bis(oxy))bis(carbonyl))-bis(azanediyl))bis(ethane-2,1-diyl))bis(azanediyl))dipropionic acid dibenzenesulfonate salt